methyl 4-(1-tert-butoxycarbonyl-4-ethyl-pyrrolidin-3-yl)-7-fluoro-6-[1-[3-(triazol-1-yl)propanoyl]-3,6-dihydro-2H-pyridin-5-yl]-1H-indole-2-carboxylate C(C)(C)(C)OC(=O)N1CC(C(C1)CC)C1=C2C=C(NC2=C(C(=C1)C1=CCCN(C1)C(CCN1N=NC=C1)=O)F)C(=O)OC